(S)-3-(4-((benzyloxy)carbonyl)-3-(cyanomethyl)piperazin-1-yl)-7-(8-chloronaphthalen-1-yl)-5,6,7,8-tetrahydroimidazo[1,2-a]pyrazine-2-carboxylic acid C(C1=CC=CC=C1)OC(=O)N1[C@H](CN(CC1)C1=C(N=C2N1CCN(C2)C2=CC=CC1=CC=CC(=C21)Cl)C(=O)O)CC#N